5-(3-Amino-2-methyl-anilino)-3-cyclopropyl-1-(2-fluoro-4-iodo-phenyl)-6,8-dimethyl-pyrido[2,3-d]pyrimidine-2,4,7-trione NC=1C(=C(NC2=C(C(N(C=3N(C(N(C(C32)=O)C3CC3)=O)C3=C(C=C(C=C3)I)F)C)=O)C)C=CC1)C